C(C)(=O)NC1CC(CCC1)C(=O)O 3-Acetamidocyclohexane-1-carboxylic acid